dioxandiol diacrylate C(C=C)(=O)OC1(OCCOC1)OC(C=C)=O